(4S)-4-phenyl-6,7-dihydro-4h-pyrazolo[5,1-c][1,4]oxazine-2-carboxylic acid C1(=CC=CC=C1)[C@@H]1OCCN2C1=CC(=N2)C(=O)O